4-(4-(4-(2-hydroxyethyl)benzyl)-3,5-dimethoxyphenyl)-1-(4-methoxybenzyl)-6-methyl-1,6-dihydro-7H-pyrazolo[3,4-c]pyridin-7-one OCCC1=CC=C(CC2=C(C=C(C=C2OC)C=2C3=C(C(N(C2)C)=O)N(N=C3)CC3=CC=C(C=C3)OC)OC)C=C1